((1-cyclopentyl-6-oxo-1,6-dihydropyridin-3-yloxy)phenyl)-3,5-dioxo-2,3,4,5-tetrahydro-1,2,4-triazine-6-carbonitrile C1(CCCC1)N1C=C(C=CC1=O)OC1=C(C=CC=C1)N1N=C(C(NC1=O)=O)C#N